C1(CC1)CNC1=NC(=NC=C1C(=O)N)NC=1C=NN(C1)C 4-[(cyclopropylmethyl)amino]-2-[(1-methyl-1H-pyrazol-4-yl)amino]pyrimidine-5-carboxamide